C(C)C=1C(NC=2C=C(C=NC2C1)CN1CCC(=CC1)C=1C(=NC(=CC1)C(=O)NC([2H])([2H])[2H])C)=O 1'-((7-ethyl-6-oxo-5,6-dihydro-1,5-naphthyridin-3-yl)methyl)-2-methyl-N-(methyl-d3)-1',2',3',6'-tetrahydro-[3,4'-bipyridine]-6-carboxamide